N1(CCNCC1)C1=CC=C(C=N1)[C@@H]1C(NC(CC1)=O)=O |r| rac-(R)-3-(6-(piperazin-1-yl)pyridin-3-yl)piperidine-2,6-dione